C([C@@H]1[C@H]([C@@H]([C@H]([C@H](O1)O[C@@H]2[C@H](O[C@H]([C@@H]([C@H]2O)O)O)CO)O)O)O)O β-D-Cellobiose